2-(6-isopropenyl-3-methyl-2-cyclohexen-1-yl)-5-pentyl-1,3-benzenediol C(=C)(C)C1CCC(=CC1C1=C(C=C(C=C1O)CCCCC)O)C